C(C)(C)(C)N1N=CC(=C1)NC(CC1=C(C(=C(C=C1)OC1=CC=NC2=CC=C(C=C12)S(=O)(=N)C1CC1)C)F)=O N-(1-(tert-butyl)-1H-pyrazol-4-yl)-2-(4-((6-(cyclopropanesulfonimidoyl)quinolin-4-yl)oxy)-2-fluoro-3-methylphenyl)acetamide